[N+](=[N-])=CC(CC[C@@H](C(=O)OCCNC1=CC=NC=C1)NC([C@@H](C)OC)=O)=O 2-(pyridin-4-ylamino)ethyl (S)-6-diazo-2-((R)-2-methoxypropanamido)-5-oxohexanoate